1-(6-(4-chloro-2-(4-(4-methylpiperazine-1-carbonyl)phenyl)-1H-pyrrolo[2,3-b]pyridin-3-yl)indolin-1-yl)prop-2-en-1-one ClC1=C2C(=NC=C1)NC(=C2C2=CC=C1CCN(C1=C2)C(C=C)=O)C2=CC=C(C=C2)C(=O)N2CCN(CC2)C